N1C(C2(C=3C1=NC=CC3)CCCCC2)=O spiro[cyclohexane-1,3'-[3H]pyrrolo[2,3-b]pyridin]-2'(1'H)-one